OCCCOC1=CC=C(C(=O)NCCC(C)C)C=C1 4-(3-hydroxypropoxy)-N-(3-methyl-butyl)benzamide